1-(5-(4-butylphenyl)pyridin-3-yl)ethan-1-one C(CCC)C1=CC=C(C=C1)C=1C=C(C=NC1)C(C)=O